N1(N=CN=C1)CCNC1=NC=C(C=C1Br)Cl N-(2-(1H-1,2,4-triazol-1-yl)ethyl)-3-bromo-5-chloropyridin-2-amine